1,3-diethyl-5-methylpyrimidinone C(C)N1C(N(CC(=C1)C)CC)=O